C(CC)C1=C(N=NC(=C1)O)O 4-propyl-3,6-dihydroxypyridazine